OC1CCC(CC1)CCCC1CCC(CC1)O 1,3-bis(4-hydroxycyclohexyl)propane